hydroxy-N-allyltryptamine ON(CCC1=CNC2=CC=CC=C12)CC=C